methyl-2-propenamide, hydrochloride Cl.CC(C(=O)N)=C